2,2-Bis[4-(3-methacroyloxy-propoxy)phenyl]propane C(=O)(C(=C)C)OCCCOC1=CC=C(C=C1)C(C)(C)C1=CC=C(C=C1)OCCCOC(=O)C(=C)C